ClC=1C=CC(=C2C3(NC(NC12)=O)CCCCC3)OC3=C(C=CC=C3C=3N=NNN3)F 8'-chloro-5'-[2-fluoro-6-(2H-tetrazol-5-yl)phenoxy]-1'H-spiro[cyclohexane-1,4'-quinazolin]-2'(3'H)-one